FC(C=1C(=C(C=CC1)[C@@H](C)NC=1C2=C(N=C(N1)C)N=CC(=C2)C2CCN(CC2)C(C)=O)F)F (R)-1-(4-(4-(1-(3-(difluoromethyl)-2-fluorophenyl)ethylamino)-2-methylpyrido[2,3-d]pyrimidin-6-yl)piperidin-1-yl)ethan-1-one